N-(4-chloro-2-nitrophenyl)-4-(2,6-difluoro-4-methoxyphenyl)-1,3-dimethyl-1H-pyrazol-5-amine ClC1=CC(=C(C=C1)NC1=C(C(=NN1C)C)C1=C(C=C(C=C1F)OC)F)[N+](=O)[O-]